ClC1=NC=C(C(=N1)NCC1=NC=CC=C1)C(=O)N 2-chloro-4-((pyridin-2-ylmethyl)amino)pyrimidin-5-carboxamide